Cl.Cl.N[C@H](C(=O)N1C=C(C2=CC(=CC=C12)OC)CCN(C)C)CC1=CC=CC=C1 (S)-2-amino-1-(3-(2-(dimeth-ylamino)ethyl)-5-methoxy-1H-indol-1-yl)-3-phenyl-propan-1-one bis-hydrochloride